ClC1=C(C=C2C=C(N=CC2=C1)NC(=O)C1CCN(CC1)C)C1CCN(CC1)[C@]1(COC[C@H]1O)C N-(7-chloro-6-(1-((3S,4S)-4-hydroxy-3-methyltetrahydrofuran-3-yl)piperidin-4-yl)isoquinolin-3-yl)-1-methylpiperidine-4-carboxamide